2-methyl-2-propene-1,1-diol diacetate C(C)(=O)OC(C(=C)C)OC(C)=O